1,4-xylylenediammonium C1(=CC=C(C=C1)C[NH3+])C[NH3+]